(2-hydroxypropyl)-1-methylimidazolidine-2,4-dione OC(CN1C(N(CC1=O)C)=O)C